C(C)(=O)C=1C(=CC2=C(OCO2)C1)NC(CC1CCN(CC1)C(=O)C=1OC=CC1)=O N-(6-acetylbenzo[d][1,3]dioxol-5-yl)-2-(1-(furan-2-carbonyl)piperidin-4-yl)acetamide